C(CCCCC)OC(C(C)O)O Hexyloxy-1,2-propanediol